FC=1C=CC(=C(C1)[C@H](C)N[S@@](=O)C(C)(C)C)O (S)-N-((S)-1-(5-fluoro-2-hydroxyphenyl)ethyl)-2-methylpropane-2-sulfinamide